N1=CC=CC(=C1)[C@@H]1N(C)CCC1 |r| (±)-(R,S)-nicotine